Ammonium dimethylolpropionate C(O)C(C(=O)[O-])(C)CO.[NH4+]